CC1(OC(=C(C1C)OS(=O)(=O)C(F)(F)F)C(=O)OCC)C(F)(F)F ethyl rac-(4R,5R)-2,3-dimethyl-2-(trifluoromethyl)-4-(trifluoromethylsulfonyloxy)-3H-furan-5-carboxylate